3-cyclopropyl-4-fluorophenylhydrazine hydrochloride Cl.C1(CC1)C=1C=C(C=CC1F)NN